2-({5-[(2-fluoro-6-methylphenyl)methoxy]-2-methylpyrazolo[1,5-a]pyridin-3-yl}formamido)-3-hydroxy-2-methylpropanamide FC1=C(C(=CC=C1)C)COC1=CC=2N(C=C1)N=C(C2C(=O)NC(C(=O)N)(CO)C)C